CC=1C(=NC(=NC1)NC=1C=NN(C1)C)C1=C[C@H]2CC[C@@H](C1)N2C(=O)NCC(F)(F)F (1R,5S)-3-(5-methyl-2-((1-methyl-1H-pyrazol-4-yl)amino)pyrimidin-4-yl)-N-(2,2,2-trifluoroethyl)-8-azabicyclo[3.2.1]oct-2-ene-8-carboxamide